(2S)-3-[3-[3-[(2S)-2-carboxy-2-[(3R)-pyrrolidin-3-yl]ethyl]phenyl]thiophenyl]-2-[(3R)-pyrrolidin-3-yl]propionic acid C(=O)(O)[C@@H](CC=1C=C(C=CC1)SC=1C=C(C=CC1)C[C@H](C(=O)O)[C@@H]1CNCC1)[C@@H]1CNCC1